C(O)(O)=O.C1(=C(C(=CC(=C1)C)C)N1C=NC=C1)C 3-mesitylimidazole bicarbonate